5-amino-1-(4-fluoro-2-methoxy-phenyl)pyrazole-4-carbonitrile NC1=C(C=NN1C1=C(C=C(C=C1)F)OC)C#N